(3-(6-fluoro-1H-indol-7-yl)-1-methyl-1,2,5,6-tetrahydropyridin-2-yl)methanol FC1=CC=C2C=CNC2=C1C=1C(N(CCC1)C)CO